2-(6-Azaspiro[2.5]octan-6-yl)-4-(R-cyclopropylsulfonimidoyl)-N-(6-(3,3-difluoro-1-azetidinyl)-4-methyl-2-pyridinyl)benzamide C1CC12CCN(CC2)C2=C(C(=O)NC1=NC(=CC(=C1)C)N1CC(C1)(F)F)C=CC(=C2)[S@@](=O)(=N)C2CC2